C(C)(C)(CCC)OOC(=O)C=1C=C(C(=O)C2=CC(=C(C=C2)C(=O)OOC(C)(C)CCC)C(=O)OOC(C)(C)CCC)C=CC1C(=O)OOC(C)(C)CCC 3,3',4,4'-tetra(t-hexylperoxycarbonyl)benzophenone